bis(3,5-dimethylphenyl)isopentylphosphine chloride [Cl-].CC=1C=C(C=C(C1)C)P(CCC(C)C)C1=CC(=CC(=C1)C)C